(S)-2-(6,7-dihydro-5H-cyclopenta[b]pyridin-2-yl)-N-(3-(1-((2-ethyl-2H-pyrazolo[3,4-b]pyrazin-6-yl)amino)ethyl)-4-methylphenyl)acetamide N1=C2C(=CC=C1CC(=O)NC1=CC(=C(C=C1)C)[C@H](C)NC=1C=NC=3C(N1)=NN(C3)CC)CCC2